COC(=O)[C@H]1CN(CC1)CC1=NC=CC=C1 (3R)-1-(pyridin-2-ylmethyl)pyrrolidine-3-carboxylic acid methyl ester